NC1=C(C(=O)NC23CCC(CC2)(CC3)O)C=C(C=N1)C=1C=C3CCC2(CN(CC2)C2CCOCC2)C3=CC1 2-amino-N-(4-hydroxybicyclo[2.2.2]oct-1-yl)-5-(1'-(tetrahydro-2H-pyran-4-yl)-2,3-Dihydrospiro[indene-1,3'-pyrrolidine]-5-yl)nicotinamide